methyl (S,E)-2-(3-(2,4-dichlorophenyl)acrylamido)-4,4-dimethylpentanoate ClC1=C(C=CC(=C1)Cl)/C=C/C(=O)N[C@H](C(=O)OC)CC(C)(C)C